C1(CC1)C1=C(N=NC(=C1)N[C@H]1CN(CCC1)C)C1=C(C=C(C=O)C=C1)OCOCC (R)-4-(4-cyclopropyl-6-((1-methylpiperidin-3-yl)amino)pyridazin-3-yl)-3-(ethoxymethoxy)benzaldehyde